3-(4-(1H-pyrazol-1-yl)phenyl)-2-aminopropanoic acid N1(N=CC=C1)C1=CC=C(C=C1)CC(C(=O)O)N